C(C)OC[C@@H](C(C)(C)C)N1C=NC=2C(=NC=3C=CC=CC3C21)N 1-[(1R)-1-(ethoxymethyl)-2,2-dimethyl-propyl]imidazo[4,5-c]quinolin-4-amine